(S)-N-((R)-benzo[d]oxazol-2-yl(3-chloro-4-fluoro-phenyl)methyl)-2-oxo-imidazolidine-4-carboxamide O1C(=NC2=C1C=CC=C2)[C@H](NC(=O)[C@H]2NC(NC2)=O)C2=CC(=C(C=C2)F)Cl